CC1=NCCC2=C1N=NN2C dimethyl-6,7-dihydro-1H-[1,2,3]triazolo[4,5-c]pyridin